CC(CCCC(C(C(C(=O)[O-])(CCCC(CC)C)CCCC(CC)C)(O)C(=O)[O-])C(=O)[O-])CC Tri(4-methyl-1-hexyl)citrat